C(#C)[C@]1(C=C[C@@H](O1)N1C(NC(C(=C1)C(F)(F)F)=O)=O)CO 1-((2R,5R)-5-ethynyl-5-(hydroxymethyl)-2,5-dihydrofuran-2-yl)-5-(trifluoromethyl)pyrimidine-2,4(1H,3H)-dione